2-[[[[[(4,6-dimethoxy-2-pyrimidinyl)amino]carbonyl]amino]sulfonyl]amino]-N,N-dimethylbenzamide COC1=NC(=NC(=C1)OC)NC(=O)NS(=O)(=O)NC1=C(C(=O)N(C)C)C=CC=C1